FC1=C(C=CC(=C1)[C@H](C(=O)O)C)C1=CC=CC=C1 (R)-2-Fluoro-α-methyl[1,1'-biphenyl]-4-acetic acid